tert-butyl (1-((3-((1-(2-((2-(2,6-dioxopiperidin-3-yl)-1-oxoisoindolin-4-yl)oxy)ethyl)azetidin-3-yl)oxy)phenyl)sulfonyl)piperidin-4-yl)carbamate O=C1NC(CCC1N1C(C2=CC=CC(=C2C1)OCCN1CC(C1)OC=1C=C(C=CC1)S(=O)(=O)N1CCC(CC1)NC(OC(C)(C)C)=O)=O)=O